O1CC(NC12CCC1(OCC(N1)CO)CC2)CO (1,9-dioxa-4,12-diazadispiro[4.2.48.25]tetradecane-3,11-diyl)dimethanol